1-(2-(5-chloro-2-(trifluoromethyl)benzoyl)-2,8-diazaspiro[4.5]decane-8-carbonyl)-1H-pyrazole-3-carboxylic acid ClC=1C=CC(=C(C(=O)N2CC3(CC2)CCN(CC3)C(=O)N3N=C(C=C3)C(=O)O)C1)C(F)(F)F